C(C)(=O)N1\C(\C(C2=CC=CC=C12)=O)=C/C1=NC2=CC=C(C=C2C(=C1)C=1C=NN(C1)CC)C(=O)N1CCOCC1 (Z)-1-acetyl-2-((4-(1-ethyl-1H-pyrazol-4-yl)-6-(morpholine-4-carbonyl)quinolin-2-yl)methylene)-indolin-3-one